(1r,3r)-3-{methyl[(1S)-2,2,2-trifluoro-1-(4-{[1-(pyridin-2-yl)-5-(trifluoromethyl)-1H-pyrazol-4-yl]amino}phenyl)ethyl]carbamoyl}cyclobutane-1-carboxylic acid CN(C(=O)C1CC(C1)C(=O)O)[C@H](C(F)(F)F)C1=CC=C(C=C1)NC=1C=NN(C1C(F)(F)F)C1=NC=CC=C1